N(=N\C(C(=O)O)(C)C)/C(C(=O)O)(C)C.C(COCCOCCOCCO)O tetraethyleneglycol e-2,2'-azobisisobutyrate